2,4-bis{(2-nitrobenzyl)oxy}stilbene [N+](=O)([O-])C1=C(COC2=C(C=CC(=C2)OCC2=C(C=CC=C2)[N+](=O)[O-])C=CC2=CC=CC=C2)C=CC=C1